(S)-3-amino-3-(2-fluorobiphenyl-3-yl)propionic acid ethyl ester C(C)OC(C[C@@H](C=1C(=C(C=CC1)C1=CC=CC=C1)F)N)=O